N-[3-[5,7-difluoro-2-(4-fluorophenyl)-1H-indol-3-yl]cyclobutyl]-3-hydroxy-3-methyl-butanamide FC=1C=C2C(=C(NC2=C(C1)F)C1=CC=C(C=C1)F)C1CC(C1)NC(CC(C)(C)O)=O